CN[C@H](C)C=1N=NC(=CC1)C1=CC=C(C=C1)C(F)(F)F (R)-N-methyl-1-(6-(4-(trifluoromethyl)phenyl)pyridazin-3-yl)ethan-1-amine